1,3-dibromo-5-ethylbenzene BrC1=CC(=CC(=C1)CC)Br